NC1=CC=CC(=N1)S(=O)(=O)NC(=O)C=1C(=NC(=CC1)C=1C=NC(=CC1)OC(C)C)N1CCC2(OCC2)CC1 N-[(6-Amino-2-pyridyl)sulfonyl]-6-(6-isopropoxy-3-pyridyl)-2-(3-oxa-7-azaspiro[3.5]nonan-7-yl)pyridin-3-carboxamid